titanium-silicon oxide [Si]=O.[Ti]